2-[2-[2-[2-[2-[2-[2-[2-(2,2-dimethoxyethoxy)ethoxy]ethoxy]ethoxy]ethoxy]ethoxy]ethoxy]ethoxy]ethanol COC(COCCOCCOCCOCCOCCOCCOCCOCCO)OC